ClC=1C(=C2C(=C(N=C(C2=C(N1)OC)N1CC2CCC(C1)N2C(=O)OC(C)(C)C)COC2OCCCC2)COC2OCCCC2)F tert-butyl 3-[6-chloro-5-fluoro-8-methoxy-3,4-bis(tetrahydropyran-2-yloxymethyl)-2,7-naphthyridin-1-yl]-3,8-diazabicyclo[3.2.1]octane-8-carboxylate